(7S)-7-Methyl-3-({[(oxan-4-yl)methyl]carbamoyl}methyl)-2-[2-(1H-pyrazol-1-yl)ethyl]-3H,6H,7H,8H,9H-imidazo[4,5-f]chinolin C[C@@H]1NC2=CC=C3C(=C2CC1)N=C(N3CC(NCC3CCOCC3)=O)CCN3N=CC=C3